C(C)OC(=O)C=1CC(=C(NC1C)C)C(=O)OCC ethyl 5-(ethoxycarbonyl)-2,6-dimethyl-1,4-dihydropyridine-3-carboxylate